BrC=1C(=C2C3=C(N=CN=C3C1)N1[C@H](CO2)CN(CC1)C(CCS(=O)(=O)C)=O)Cl 1-[(8aS)-5-Bromo-6-chloro-8a,9,11,12-tetrahydropyrazino[2',1':3,4][1,4]oxazepino-[5,6,7-de]quinazolin-10(8H)-yl]-3-(methylsulfonyl)propan-1-one